NC1=NC(=NC=C1C#N)N[C@@H](CO)CC (R)-4-amino-2-((1-hydroxybutan-2-yl)amino)pyrimidine-5-carbonitrile